C(C=C)(=O)OC(C)COC(C)COC(C)COC(C)COC(C)COC(C)COC(C)COC(C)COC(C)COC(C)COC(C)COC(C)COC(C=C)=O dodecapropylene glycol diacrylate